CC[N+](CC)(CC)CCOC1C=CC=C(OCC[N+](CC)(CC)CC)C=1OCC[N+](CC)(CC)CC GALLAMINE